1-(4-fluorophenyl)-6-cyclopropyloxy-2-oxo-1,2-dihydropyridine-3-carboxamide FC1=CC=C(C=C1)N1C(C(=CC=C1OC1CC1)C(=O)N)=O